NC1=C2C(=NC=N1)N(N=C2C2=C(C=C(C=C2)OC2=CC=CC=C2)F)[C@H]2CN(CCC2)C(=O)C(C#N)=CC(C)(C)N2C[C@@H](N[C@@H](C2)C)C 2-((R)-3-(4-amino-3-(2-fluoro-4-phenoxyphenyl)-1H-pyrazolo[3,4-d]pyrimidin-1-yl)piperidine-1-carbonyl)-4-((3s,5r)-3,5-dimethylpiperazin-1-yl)-4-methylpent-2-enenitrile